tert-butyl (S)-N-methyl-(6-(trifluoromethyl)-2,3-dihydrobenzfuran-3-yl)carbamate CN(C(OC(C)(C)C)=O)[C@@H]1COC2=C1C=CC(=C2)C(F)(F)F